BrC1=CC=C(C(=O)NC[C@H](C)O[Si](C)(C)C(C)(C)C)C=C1 4-bromo-N-[(2S)-2-[(tert-butyldimethylsilyl)oxy]propyl]benzamide